N-lauroyl-L-alanine C(CCCCCCCCCCC)(=O)N[C@@H](C)C(=O)O